4-(5,8-dihydro-1,7-naphthyridin-7(6H)-yl)-2-(5-methyl-1H-pyrazol-4-yl)-5,7-dihydro-6H-pyrrolo[3,4-d]pyrimidine-6-carbonitrile N1=CC=CC=2CCN(CC12)C=1C2=C(N=C(N1)C=1C=NNC1C)CN(C2)C#N